N-(azetidin-3-yl)-2-[[4-[[2-(6-methyl-2-pyridyl)pyrimidin-4-yl]amino]pyrimidin-2-yl]amino]thiazole-4-carboxamide N1CC(C1)NC(=O)C=1N=C(SC1)NC1=NC=CC(=N1)NC1=NC(=NC=C1)C1=NC(=CC=C1)C